CO[Si](CCCNC(C=C=C)=O)(OC)OC N-(3-(trimethoxysilyl)propyl)buta-2,3-dienamide